FC(C1N(CC=C(C1)OS(=O)(=O)C(F)(F)F)C(=O)OC(C)(C)C)(F)F 1-Tert-butyl 2-(trifluoromethyl)-4-(trifluoromethylsulfonyloxy)-3,6-dihydro-2H-pyridine-1-carboxylate